2-methylthio-3-methylpyrazine CSC1=NC=CN=C1C